N-(3-bromopyrazolo[1,5-a]pyridin-6-yl)-3-(methylsulfonamido)-propanamide BrC=1C=NN2C1C=CC(=C2)NC(CCNS(=O)(=O)C)=O